(S)-3-(1-(6-ethoxy-5-methoxypyridin-2-yl)-2-(methylsulfonyl)ethyl)-1,7-dimethyl-6-(pyridin-2-yl)-1H-imidazo[4,5-b]pyridin-2(3H)-one C(C)OC1=C(C=CC(=N1)[C@@H](CS(=O)(=O)C)N1C(N(C=2C1=NC=C(C2C)C2=NC=CC=C2)C)=O)OC